[N+](=O)([O-])C1=CC=C(CC2=CC=NC=C2)C=C1 4-(4-nitrobenzyl)-pyridine